Dipropylene glycol tertiary butyl ether C(C)(C)(C)OC(C)COC(C)CO